(S)-7,8-dichloro-1,2,3,4-tetrahydroisoquinoline-3-carboxylic acid ClC1=CC=C2C[C@H](NCC2=C1Cl)C(=O)O